NC1=CC=C(C=N1)C=1N(CC=CC1)C=1C=C2C(=NC1)N=C(S2)N2CCOCC2 6'-amino-N-(2-morpholinothiazolo[4,5-b]pyridin-6-yl)-[2,3'-bipyridine]